FC1=CC2=C(C=C1N1C(CCC1)=O)OC(C1=NC(=NC=C12)NC1=CC2=C(OC[C@H]3N2C(CC3)=O)N=C1)(C)C (S)-2-((9-fluoro-5,5-dimethyl-8-(2-oxopyrrolidin-1-yl)-5H-chromeno[3,4-d]pyrimidin-3-yl)amino)-6,6a,7,8-tetrahydro-9H-pyrido[2,3-b]pyrrolo[1,2-d][1,4]oxazin-9-one